C(C=C)OCC(C(=O)OCCCCCCCCCCCCCCCC)=C cetyl α-allyloxymethylacrylate